O1C(=NC2=C1C=CC=C2)NC=2NC(=C(C(N2)C2=C(C=CC=C2)Cl)C(=O)NC2=C(C=CC=C2)O)C 2-(benzo[d]oxazol-2-ylamino)-4-(2-chlorophenyl)-N-(2-hydroxyphenyl)-6-methyl-1,4-dihydropyrimidine-5-carboxamide